m-xylylenebis-stearamide C1(=CC(=CC=C1)CCCCCCCCCCCCCCCCCCC(=O)N)CCCCCCCCCCCCCCCCCCC(=O)N